CC(C(CNC(C1=CC=C(C=C1)C)=O)NC(OCC(F)(F)F)=O)C 2,2,2-Trifluoroethyl {3-methyl-1-[(4-methylbenzoyl)amino]butan-2-yl}carbamat